2-(morpholin-4-yl)ethyl 4-{[6-(5-chloro-2-fluorophenyl)pyridazin-4-yl]amino}quinoline-7-carboxylate ClC=1C=CC(=C(C1)C1=CC(=CN=N1)NC1=CC=NC2=CC(=CC=C12)C(=O)OCCN1CCOCC1)F